1-propylp-menthane-3,9-diol C(CC)C1(CC(C(CC1)C(CO)C)O)C